(R)-1-(3-ethoxy-4-methoxyphenyl)-(methylsulfonyl)ethylamine C(C)OC=1C=C(C=CC1OC)[C@H](CS(=O)(=O)C)N